Ethyl (2E)-2-[2-(2,4-dichlorophenyl)hydrazinylidene]-3-oxopropanoate ClC1=C(C=CC(=C1)Cl)N\N=C(\C(=O)OCC)/C=O